FC(OC1=C(C=CC(=C1F)F)[C@@H]1[C@@H](O[C@@]([C@H]1C)(C(F)(F)F)C)C(=O)NC1=CC(=NC=C1)C(=O)N)F 4-((2R,3R,4S,5S)-3-(2-(difluoromethoxy)-3,4-difluorophenyl)-4,5-dimethyl-5-(trifluoromethyl)tetrahydrofuran-2-carboxamido)picolinamide